FC(C(=O)O)(F)F.ClC1=CC=2C=C3N(C(=NN(C3=O)CC(=O)N[C@H]3CN(CCC3)C3CC3)C(C)C)C2S1 (R)-2-(2-chloro-8-isopropyl-5-oxothieno[3',2':4,5]pyrrolo[1,2-d][1,2,4]triazin-6(5H)-yl)-N-(1-cyclopropylpiperidin-3-yl)acetamide 2,2,2-trifluoroacetate